bisaminotetraphenyl-porphyrin NN1C=2C=CC1=C(C=1C=CC(=C(C3=CC=C(N3N)C(=C3C=CC(C2C2=CC=CC=C2)=N3)C3=CC=CC=C3)C3=CC=CC=C3)N1)C1=CC=CC=C1